C1(CCCCC1)NC1=NC(=NC=C1C=1C=NN(C1)C)N1CCN(CC1)C(=O)C=1SC=CC1 (4-(4-(cyclohexylamino)-5-(1-methyl-1H-pyrazol-4-yl)pyrimidin-2-yl)piperazin-1-yl)(thiophen-2-yl)methanone